3-(5-methyl-1,3-thiazol-2-yl)-5-[(3R)-tetrahydrofur-3-ylmethoxy]benzamide CC1=CN=C(S1)C=1C=C(C(=O)N)C=C(C1)OC[C@H]1COCC1